N(=N\C(=O)OCC1=CC=CC=C1)/C(=O)OCC1=CC=CC=C1 dibenzyl (E)-diazene-1,2-dicarboxylate